FC1=CC(=CC2=C1N(N=N2)C)OC2=C(C=C(N)C=C2)C 4-(7-fluoro-1-methyl-benzotriazol-5-yl)oxy-3-methyl-aniline